C(CCC)(=O)C1=CC(=C(C=N1)NC1=NC=CC=C1C1=CC(=NC=N1)NC(OC(C)(C)C)=O)C tert-butyl N-(6-{2-[(6-butanoyl-4-methylpyridin-3-yl)amino]pyridin-3-yl}pyrimidin-4-yl)carbamate